C(C=C)(=O)N1[C@H](CN(C[C@H]1C)C1=NC(N2C3=C(C(=C(C=C13)C(F)(F)F)C1=C(C=C(C=C1)F)F)SC[C@@H]2COCC)=O)C (3S)-7-((3S,5R)-4-acryloyl-3,5-dimethylpiperazin-1-yl)-10-(2,4-difluorophenyl)-3-(ethoxymethyl)-9-(trifluoromethyl)-2,3-dihydro-5H-[1,4]thiazino[2,3,4-ij]quinazolin-5-one